CN([C@@H](C(=O)N)C)C (R)-2-(dimethylamino)propanamide